C(C)(C)(C)OC(NCC#CC(=O)C1CC1)=O N-(4-cyclopropyl-4-oxobut-2-yn-1-yl)carbamic acid tert-butyl ester